8-(2,3-Difluorophenyl)-9-(4-((1-(3-fluoropropyl)azetidin-3-yl)methyl)phenyl)-6,7-dihydro-5H-benzo[7]annulen FC1=C(C=CC=C1F)C=1CCCC2=C(C1C1=CC=C(C=C1)CC1CN(C1)CCCF)C=CC=C2